NC(C1=CC=C(OCC(=O)NCC2=C(C=C(C=C2)OCCCCCCCCCCCCCCCCCCCCCC)OCCCCCCCCCCCCCCCCCCCCCC)C=C1)C1=C(C=C(C=C1)OC)OC 2-[4-[Amino-(2,4-dimethoxyphenyl)methyl]phenoxy]-N-[[2,4-di(docosoxy)phenyl]methyl]acetamide